ClC=1C=NC(=C(C(=O)NC2CCC(CC2)CN2C(C(C3=CC=CC(=C23)OC)(O)C2=C(C=CC=C2)F)=O)C1)C(F)F 5-chloro-2-(difluoromethyl)-N-((1r,4r)-4-((3-(2-fluorophenyl)-3-hydroxy-7-methoxy-2-oxoindolin-1-yl)methyl)cyclohexyl)nicotinamide